[Br-].C(=CC)N1CN(C=C1)CCC 1-propenyl-3-propyl-imidazole bromide